N1(CCC1)CCOC1=CC=C(OC=2C3=C(SC2C(=O)C2=C(C=CC=C2)C)C=C(C=C3)O)C=C1 (3-(4-(2-(azetidin-1-yl)ethoxy)phenoxy)-6-hydroxybenzo[b]thiophen-2-yl)(o-tolyl)methanone